CC(C)CC=CCCCCCCCCCC (-)-2-methyl-4-pentadecen